methyl 2-chloro-6-(4-methyl-1H-imidazol-1-yl)isonicotinate ClC=1C=C(C(=O)OC)C=C(N1)N1C=NC(=C1)C